ethyl [(3-{2-bromo-5-[4-(1,1-difluoroethyl)-3-methyl-2,6-dioxo-3,6-dihydropyrimidin-1(2H)-yl]-4-fluorophenoxy}pyridin-2-yl)oxy]acetate BrC1=C(OC=2C(=NC=CC2)OCC(=O)OCC)C=C(C(=C1)F)N1C(N(C(=CC1=O)C(C)(F)F)C)=O